(6R,7S)-N-ethyl-3-fluoro-2-oxo-7-({[(CIS)-4-phenylcyclohexyl]oxy}methyl)-4-oxa-1,8-diazaspiro[5.5]undecane-8-carboxamide C(C)NC(=O)N1[C@@H]([C@@]2(COC(C(N2)=O)F)CCC1)CO[C@@H]1CC[C@@H](CC1)C1=CC=CC=C1